C(C)(C)(C)N(C(=O)OCC=1C(=NC(=CC1)N1CC2C(C2C1)(F)F)C)[C@@H]1C([C@@H](C1)CN)(C)C (6-{6,6-difluoro-3-azabicyclo[3.1.0]hex-3-yl}-2-methylpyridin-3-yl)methanol tert-butyl-[(1S,3R)-3-(aminomethyl)-2,2-dimethylcyclobutyl]carbamate